4-trifluoromethylphenyl(tris(2-(4-vinylbenzoyloxy)ethyl))ammonium FC(C1=CC=C(C=C1)[N+](CCOC(C1=CC=C(C=C1)C=C)=O)(CCOC(C1=CC=C(C=C1)C=C)=O)CCOC(C1=CC=C(C=C1)C=C)=O)(F)F